(1S,3R)-3-acetylamino-N-[5-chloro-4-(7-fluoro-3-isopropyl-2-methyl-indazol-5-yl)-2-pyridinyl]cyclohexanecarboxamide C(C)(=O)N[C@H]1C[C@H](CCC1)C(=O)NC1=NC=C(C(=C1)C1=CC2=C(N(N=C2C(=C1)F)C)C(C)C)Cl